BrC=1N(C(=C(N1)C1=NC2=C(N1C)C=C1C(=C2)OC(C(O1)(F)F)(F)F)S(=O)(=O)CC)C 2-[2-Bromo-5-(ethylsulfonyl)-1-methyl-1H-imidazol-4-yl]-6,6,7,7-tetrafluoro-1-methyl-6,7-dihydro-1H-[1,4]dioxino[2,3-f]benzimidazole